O1C[C@H](CC1)NC1=NC=CC(=C1)NC=1SC2=C(N1)C1(NC2=O)CCCCC1 (S)-2'-((2-((tetrahydrofuran-3-yl)amino)pyridin-4-yl)amino)spiro[cyclohexane-1,4'-pyrrolo[3,4-d]thiazol]-6'(5'H)-one